[N+](=O)([O-])C1=CC=C(COC(C(C([C@H](C)[C@H]2NC([C@@H]2[C@@H](C)N2N=CN=N2)=O)=O)=[N+]=[N-])=O)C=C1 (R)-4-((2R,3S)-3-((R)-1-(2H-tetrazol-2-yl)ethyl)-4-oxoazetidin-2-yl)-2-diazo-3-oxopentanoic acid 4-nitrobenzyl ester